(2R,3S,3aS,9aR)-3-(benzyloxy)-2-[(benzyloxy)methyl]-2-(hydroxymethyl)-2,3,3a,9a-tetrahydro-6H-furo[2',3':4,5][1,3]Oxazolo[3,2-a]Pyrimidin C(C1=CC=CC=C1)O[C@@H]1[C@@](O[C@@H]2[C@H]1OC=1N2C=CCN1)(CO)COCC1=CC=CC=C1